BrC1=C(C(=CC2=C1C[C@](O2)(C2=CC=CC=C2)[C@@H]2CC(CN2S(=O)(=O)C(C)(C)C)O)F)Cl (5S)-5-((S)-4-Bromo-5-chloro-6-fluoro-2-phenyl-2,3-dihydrobenzofuran-2-yl)-1-(tert-butylsulfonyl)pyrrolidin-3-ol